(E)-(2-methoxy-5-methyl-4-((E)-(4-methyl-2-nitrophenyl) diazenyl) phenyl) glycinate NCC(=O)OC1=C(C=C(C(=C1)C)\N=N\C1=C(C=C(C=C1)C)[N+](=O)[O-])OC